2-fluoro-5-(trifluoro-methyl)-pyridine FC1=NC=C(C=C1)C(F)(F)F